C(C)(C)(C)N=NCC(CC)C#N 1-t-butylazo-2-Cyanobutane